1-Ethyl-4-butylpyridinium methansulfonat CS(=O)(=O)[O-].C(C)[N+]1=CC=C(C=C1)CCCC